(2S,4R)-1-[(2S)-2-(4-cyclopropyltriazol-1-yl)-3,3-dimethyl-butanoyl]-4-hydroxy-N-[4-hydroxy-3-(4-methylpiperazin-1-yl)butyl]pyrrolidine-2-carboxamide C1(CC1)C=1N=NN(C1)[C@H](C(=O)N1[C@@H](C[C@H](C1)O)C(=O)NCCC(CO)N1CCN(CC1)C)C(C)(C)C